4-(4-chloro-3-(trifluoromethyl)benzenesulfonyl)-2-(piperidin-1-yl)aniline ClC1=C(C=C(C=C1)S(=O)(=O)C1=CC(=C(N)C=C1)N1CCCCC1)C(F)(F)F